[Si](C)(C)(C(C)(C)C)OC[C@H]1CCC(N1C(=O)OC(C)(C)C)(C)CC1CCC(CC1)OC tert-butyl (5R)-5-(((tert-butyldimethylsilyl) oxy) methyl)-2-(((1R,4R)-4-methoxycyclohexyl) methyl)-2-methylpyrrolidine-1-carboxylate